ethyl (E)-3-(3-bromo-5-chloro-4-hydroxyphenyl)acrylate BrC=1C=C(C=C(C1O)Cl)/C=C/C(=O)OCC